3-((2S)-3-(8-(2,5-dichlorophenylsulfonyl)-1-oxa-8-azaspiro[4.5]decan-3-ylamino)-2-hydroxypropoxy)-N-methylbenzenesulfonamide ClC1=C(C=C(C=C1)Cl)S(=O)(=O)N1CCC2(CC(CO2)NC[C@@H](COC=2C=C(C=CC2)S(=O)(=O)NC)O)CC1